2-isopropylpyrazolo[1,5-a]pyrimidine-5-carbaldehyde C(C)(C)C1=NN2C(N=C(C=C2)C=O)=C1